NC1=C(O)C=CC=C1O aminoresorcin